tert-butyl 4-[4-[hydroxy-(2-oxo-1H-benzo[cd]indol-6-yl)methyl]pyrazol-1-yl]-4-methyl-piperidine-1-carboxylate OC(C=1C=NN(C1)C1(CCN(CC1)C(=O)OC(C)(C)C)C)C=1C=2C3=C(C(NC3=CC1)=O)C=CC2